sodium ((4-(4-((1-methyl-3-(pyridin-2-yl)-1H-pyrazol-4-yl)carbamoyl)thiazol-2-yl)-1H-pyrazol-1-yl)methyl)phosphonate CN1N=C(C(=C1)NC(=O)C=1N=C(SC1)C=1C=NN(C1)CP([O-])([O-])=O)C1=NC=CC=C1.[Na+].[Na+]